3-((6-fluoro-2-methylpyridin-3-yl)oxy)-N-(3-((R)-N-((S)-2-hydroxypropanoyl)-S-methylsulfonimidoyl)phenyl)-5-methyl-6-(trifluoromethyl)pyridazine-4-carboxamide FC1=CC=C(C(=N1)C)OC=1N=NC(=C(C1C(=O)NC1=CC(=CC=C1)[S@@](=O)(=NC([C@H](C)O)=O)C)C)C(F)(F)F